(S)-2-benzylthio-1-(oxetan-2-ylmethyl)-1H-benzo[d]Imidazole-6-carboxylic acid methyl ester COC(=O)C=1C=CC2=C(N(C(=N2)SCC2=CC=CC=C2)C[C@H]2OCC2)C1